Cl.FC(COC1=NC(=NC=C1)CN)(F)F (4-(2,2,2-trifluoroethoxy)pyrimidin-2-yl)methanamine, hydrochloride